5-(3-chloropropylsulfonyl)-2-hydroxy-benzoic acid ClCCCS(=O)(=O)C=1C=CC(=C(C(=O)O)C1)O